6-(2-Ethyl-4-(4-fluoro-3-methylphenyl)-1H-imidazol-5-yl)benzo[d]thiazole C(C)C=1NC(=C(N1)C1=CC(=C(C=C1)F)C)C1=CC2=C(N=CS2)C=C1